7-bromo-3-butyl-8-methoxy-3-methyl-5-phenyl-2,3-dihydro-1,5-benzothiazepine-4(5H)-one BrC=1C(=CC2=C(N(C(C(CS2)(C)CCCC)=O)C2=CC=CC=C2)C1)OC